C1(=CC(=CC=C1)[C@H](CC(=O)[O-])NC(=O)NC=1C(N(C=C(C1[O-])C)C)=O)C1=CC=CC=C1.[Na+].[Na+] sodium (S)-3-(biphenyl-3-yl)-3-(3-(1,5-dimethyl-4-oxido-2-oxo-1,2-dihydro pyridin-3-yl)ureido)propanoate